N1C(CNC2=CC=CC=C12)=O 1,4-dihydroquinoxalinone